ClC1=NC=C(C(=C1)C1=C(C=NC(=C1)C)C(=O)NC=1SC(=NN1)O[C@H]1CN2CCC1CC2)OC (R)-2'-chloro-5'-methoxy-6-methyl-N-(5-(quinuclidin-3-yloxy)-1,3,4-thiadiazol-2-yl)-[4,4'-bipyridine]-3-carboxamide